C1(=CCCCC1)C=1C(=NN2C1NC=C(C2=O)C=2C=C1C=CC=NC1=CC2)C2=CC=CC=C2 3-(cyclohex-1-en-1-yl)-2-phenyl-6-(quinolin-6-yl)pyrazolo[1,5-a]pyrimidin-7(4H)-one